C(C)OC([C@H](CC(C(=O)C1=CC2=CC=CC=C2C=C1)C1=CC=C(C=C1)C)F)=O (S)-2-fluoro-5-(naphthalen-2-yl)-4-(p-tolyl)-5-oxopentanoic acid ethyl ester